Cl.N[C@@H](C(=O)OC(C)(C)C)C (2R)-tert-butyl 2-aminopropionate HCl